1,2-diarachidoylsn-glycero-3-phosphocholine C(CCCCCCCCCCCCCCCCCCC)(=O)OC[C@@H](OC(CCCCCCCCCCCCCCCCCCC)=O)COP(=O)([O-])OCC[N+](C)(C)C